(2S,4R)-1-(2-(3-acetyl-5-(2-methyl-[1,2,4]triazolo[1,5-a]pyridin-6-yl)-1H-indazol-1-yl)acetyl)-N-(6-bromopyridin-2-yl)-4-fluoropyrrolidine-2-carboxamide C(C)(=O)C1=NN(C2=CC=C(C=C12)C=1C=CC=2N(C1)N=C(N2)C)CC(=O)N2[C@@H](C[C@H](C2)F)C(=O)NC2=NC(=CC=C2)Br